CC=1C=C(C(C(=O)OCC(C)(C)C)=CC1C)C(=O)OCC(C)(C)C di-neopentyl 4,5-dimethylphthalate